(2-nitrophenyl)sulfane [N+](=O)([O-])C1=C(C=CC=C1)S